N-(2-(4-chlorophenyl)-7-(1-methyl-1H-pyrazol-3-yl)-1H-indol-5-yl)acrylamide ClC1=CC=C(C=C1)C=1NC2=C(C=C(C=C2C1)NC(C=C)=O)C1=NN(C=C1)C